2,2-bis(4-hydroxyphenyl)heptane OC1=CC=C(C=C1)C(C)(CCCCC)C1=CC=C(C=C1)O